FC1=C(C=CC(=C1)[N+](=O)[O-])N1N=CC(=C1)I 1-(2-fluoro-4-nitro-phenyl)-4-iodo-pyrazole